4-(4,4-difluoropiperidin-1-yl)-7-(1H-pyrazol-3-yl)imidazo[1,5-b]pyridazine FC1(CCN(CC1)C=1C=2N(N=CC1)C(=NC2)C2=NNC=C2)F